FC1(CC(C1)N1C(=NC2=NC=C(C=C21)C=2C=CN1N=C(N=CC12)NC1CCN(CC1)C)C)F 5-(1-(3,3-difluorocyclobutyl)-2-methyl-1H-imidazo[4,5-b]pyridin-6-yl)-N-(1-methylpiperidin-4-yl)pyrrolo[2,1-f][1,2,4]triazin-2-amine